(2R,3S,4R,5R)-2-(hydroxymethyl)-5-(4-(tritylamino)-1H-pyrazolo[3,4-d]pyrimidin-1-yl)tetrahydrofuran-3,4-diol OC[C@H]1O[C@H]([C@@H]([C@@H]1O)O)N1N=CC=2C1=NC=NC2NC(C2=CC=CC=C2)(C2=CC=CC=C2)C2=CC=CC=C2